Cl.N1=C(C=CC=C1)C(=O)O picolinate hydrochloride